chloropyridine-2-thiocarboxamide ClC=1C(=NC=CC1)C(N)=S